COC1=C(C=CC(=C1)N(CC1CCN(CC1)C)C)N1C=NC(=C1)NC=1N=CC(=NC1)C#N 5-((1-(2-Methoxy-4-(methyl((1-methylpiperidin-4-yl)methyl)amino)phenyl)-1H-imidazol-4-yl)amino)pyrazine-2-carbonitrile